N1N=NC2=C1C=CC=C2.C(CCC)P(CCCC)(CCCC)CCCC Tetrabutyl-phosphine benzotriazole salt